NC1=NC=C(C=C1C=1C=2N(C(=NC1)NCC1=C(C=CC3=C1CCO3)F)C=NN2)F 8-(2-Amino-5-fluoropyridin-3-yl)-N-((5-fluoro-2,3-dihydrobenzofuran-4-yl)methyl)-[1,2,4]triazolo[4,3-c]pyrimidin-5-amine